CC1(CN(C1)C=1C=C2C(=CC=NC2=CC1)C(=O)OC)C methyl 6-(3,3-dimethylazetidin-1-yl)quinoline-4-carboxylate